tert-butyl (3S)-3-formylpyrrolidine-1-carboxylate C(=O)[C@@H]1CN(CC1)C(=O)OC(C)(C)C